BrC1=CN=C(N1C)C(=O)NC1=CC(=C(C(=O)N2CCN(CC2)C(CC2(CCN(CC2)C(=O)OC(C)(C)C)O)=O)C=C1)Cl tert-butyl 4-[2-[4-[4-[(5-bromo-1-methyl-imidazole-2-carbonyl)amino]-2-chloro-benzoyl]piperazin-1-yl]-2-oxo-ethyl]-4-hydroxy-piperidine-1-carboxylate